FC=1C(=C(C2=C(C(=CCCC2)OS(=O)(=O)C(F)(F)F)C1)F)C(=O)OC Methyl 2,4-difluoro-9-(((trifluoromethyl)sulfonyl)oxy)-6,7-dihydro-5H-benzo[7]annulene-3-carboxylate